1-propyl-2-ethylpyridinium cyanide [C-]#N.C(CC)[N+]1=C(C=CC=C1)CC